xylenyl hydrogen phosphite P(OC1(C(C=CC=C1)C)C)(O)[O-]